6-(bis(3-fluorophenyl)methyl)-11-hydroxy-5,6-dihydro-10H-imidazo[2',1':3,4]pyrazino[1,2-b]pyridazin-10-one FC=1C=C(C=CC1)C(C1CN2C(C=3N1N=CC(C3O)=O)=NC=C2)C2=CC(=CC=C2)F